C1(CC1)S(=O)(=O)NC1=CC(=NC=C1)CNC(=O)C=1OC(=CN1)C1=NC(=CN=C1)OCC N-((4-(cyclopropanesulfonamido)pyridin-2-yl)methyl)-5-(6-ethoxypyrazin-2-yl)oxazole-2-carboxamide